CC/C=C\\C/C=C\\C=C\\C(CCCCCCCC(=O)[O-])OO The molecule is the monocarboxylic acid anion obtained by removal of a proton from the carboxylic acid group of (10E,12Z,15Z)-9-hydroperoxyoctadeca-10,12,15-trienoic acid. It is a conjugate base of a (10E,12Z,15Z)-9-hydroperoxyoctadeca-10,12,15-trienoic acid.